C(C=C)(=O)O.C(C=C)(=O)O.C(C=C)(=O)O.CCON1C(N(C(N(C1=O)OCC)=O)OCC)=O tris(2-ethoxy)isocyanuric acid triacrylate